O=C1C(=C(N=C2N1C=C(C=C2)C(=O)OC)C(F)(F)F)C=2C=NN(C2)CC(C(F)(F)F)(F)F methyl 4-oxo-3-[1-(2,2,3,3,3-pentafluoropropyl)-1H-pyrazol-4-yl]-2-(trifluoromethyl)-4H-pyrido[1,2-a]pyrimidine-7-carboxylate